5-[1-(2,2-dimethylpropyl)-1H-pyrazol-4-yl]-6-(3-fluoroquinolin-7-yl)pyridine-2-carbonitrile CC(CN1N=CC(=C1)C=1C=CC(=NC1C1=CC=C2C=C(C=NC2=C1)F)C#N)(C)C